3-((4-carbamoyl-2,6-difluorophenoxy)methyl)-4-chloro-7-(methoxymethyl)benzo[b]thiophene-2-carboxylic acid ethyl ester C(C)OC(=O)C1=C(C2=C(S1)C(=CC=C2Cl)COC)COC2=C(C=C(C=C2F)C(N)=O)F